6-(2,2-difluoroethoxy)-N-(3-(2-((2,3-dihydro-1H-inden-2-yl)amino)pyrimidin-5-yl)-5-methoxyphenyl)-1H-benzo[d][1,2,3]triazole-5-carboxamide FC(COC=1C(=CC2=C(NN=N2)C1)C(=O)NC1=CC(=CC(=C1)OC)C=1C=NC(=NC1)NC1CC2=CC=CC=C2C1)F